C(C)(C)C1=C(C=NN1CCCC1=CC=CC=C1)C(=O)NC=1C=C(C=CC1C(F)(F)F)[C@@H]1[C@@H](C1)C(=O)O (1R,2S)-2-[3-({[5-isopropyl-1-(3-phenylpropyl)-1H-pyrazole-4-yl]carbonyl}amino)-4-(trifluoromethyl)Phenyl]cyclopropanecarboxylic acid